C1(CC1)(CCO)CCO 2,2'-(cyclopropane-1,1-diyl)bis(ethan-1-ol)